P(=O)(OCCCCCCCCCCCCCCCC)([O-])[O-].[Na+].[Na+] disodium monohexadecyl phosphate